4-[2-(3-Methoxyphenyl)-2,8-diazaspiro[4.5]dec-8-yl]-1-methyl-2-oxo-1,2-dihydroquinoline-3-carbonitrile COC=1C=C(C=CC1)N1CC2(CC1)CCN(CC2)C2=C(C(N(C1=CC=CC=C21)C)=O)C#N